N1N=CC=CC1=O Pyridazin-6-one